tert-butyl (2S,5R)-5-methyl-2-phenyl-piperazine-1-carboxylate C[C@H]1NC[C@@H](N(C1)C(=O)OC(C)(C)C)C1=CC=CC=C1